C(C=C)(=O)NC=1C=C(C=CC1)C=1C=C(C=C2C=NC=NC12)C=1C=CC(=NC1)C(=O)NC1=CC(=CC=C1)C(F)(F)F 5-(8-(3-acrylamidophenyl)quinazolin-6-yl)-N-(3-(trifluoromethyl)phenyl)picolinamide